N-(2-(pyridin-2-yl)ethyl)menthylcarboxamide N1=C(C=CC=C1)CCNC(=O)C1CC(CCC1C(C)C)C